C(C)C1=C(C=CC=C1)SCC=1N=C2N(C=C(C=C2)C2=NOC(=N2)C(F)(F)F)C1 3-(2-(((2-ethylphenyl)thio)methyl)imidazo[1,2-a]pyridin-6-yl)-5-(trifluoromethyl)-1,2,4-oxadiazole